2-butyl-4-(3,5-difluoro-4-(((3R,4R)-3-fluoro-1-(piperidin-4-ylmethyl)piperidin-4-yl)oxy)phenyl)-2,7-naphthyridin-1(2H)-one C(CCC)N1C(C2=CN=CC=C2C(=C1)C1=CC(=C(C(=C1)F)O[C@H]1[C@@H](CN(CC1)CC1CCNCC1)F)F)=O